N1=CC(=CC=C1)N1CCC2=C1N=C(N=C2C2COCC2)N2CCOCC2 4-(7-(pyridin-3-yl)-4-(tetrahydrofuran-3-yl)-6,7-dihydro-5H-pyrrolo[2,3-d]pyrimidin-2-yl)morpholine